C(C=C)[N-][C@H](C)C1=CC=CC=C1 allyl-(R)-1-phenylethyl-amide